O(C1=CC=CC=C1)C1=CC=C(O1)CO (5-phenoxy-2-furyl)methanol